(S)-6-(4-((2-((1-amino-1-oxo-3-phenylpropan-2-yl)amino)-2-oxoethyl)carbamoyl)phenoxy)-N-(bis(dimethylamino)methylene)-N-butylhexan-1-aminium bromide [Br-].NC([C@H](CC1=CC=CC=C1)NC(CNC(=O)C1=CC=C(OCCCCCC[N+](CCCC)=C(N(C)C)N(C)C)C=C1)=O)=O